2-((S)-1-((S)-4-(6-((4-cyano-2-fluorobenzyl)oxy)pyridin-2-yl)-2-methylpiperazin-1-yl)ethyl)-1-(((S)-oxetan-2-yl)methyl)-1H-benzo[d]imidazol C(#N)C1=CC(=C(COC2=CC=CC(=N2)N2C[C@@H](N(CC2)[C@@H](C)C2=NC3=C(N2C[C@H]2OCC2)C=CC=C3)C)C=C1)F